2-[3-dodecyl-5-methyl-2-hydroxyphenyl]-benzotriazol methyl-3-[3-(2H-benzotriazol-2-yl)-5-tert-butyl-4-hydroxyphenyl]propionate CC(C(=O)O)CC1=CC(=C(C(=C1)C(C)(C)C)O)N1N=C2C(=N1)C=CC=C2.C(CCCCCCCCCCC)C=2C(=C(C=C(C2)C)N2N=C1C(=N2)C=CC=C1)O